S1C(=CC=C1)C=CC(=O)O.CCCCCCCCS 8-octanethiol thiolacrylate